5-amino-1,3-dimethyl-1,3-dihydro-2H-benzo[d]imidazol NC1=CC2=C(N(CN2C)C)C=C1